O=C1NC(CCC1N1CC2=CC=C(C=C2C1=O)COC(=O)NC12CC(C1)(C2)C(=O)OC)=O methyl 3-((((2-(2,6-dioxopiperidin-3-yl)-3-oxoisoindolin-5-yl) methoxy)carbonyl)amino)bicyclo[1.1.1]pentane-1-carboxylate